tert-butyl 6-(3-bromobenzyl)-7-(methylsulfonamido)-5-azaspiro[2.4]heptane-5-carboxylate BrC=1C=C(CC2N(CC3(CC3)C2NS(=O)(=O)C)C(=O)OC(C)(C)C)C=CC1